C1(CC1)S(=O)(=O)NC=1SC=C(N1)C(C(=O)NC1=NC=C(C=C1)C1=NC=CN=C1)CCOC 2-(2-(cyclopropanesulfonylamino)thiazol-4-yl)-4-methoxy-N-(5-(pyrazin-2-yl)pyridin-2-yl)butyramide